5-propyl-4H-[1,2,4]triazolo[1,5-a]pyrimidin-7-one C(CC)C=1NC=2N(C(C1)=O)N=CN2